10-(6-aminopyrazin-2-yl)-7,8-dichloro-3,4,5,6-tetrahydroazepino[4,5-b]indol-2(1H)-one NC1=CN=CC(=N1)C=1C=2C3=C(NC2C(=C(C1)Cl)Cl)CCNC(C3)=O